6-Fluoro-8-(hydroxymethyl)-3-methyl-1H-pyrrolo[1,2,3-de]quinoxalin-2(3H)-one FC1=CN2C(C(NC=3C=C(C=C1C23)CO)=O)C